COC(C(=O)O)CC=1N=CSC1 2-methoxy-3-(thiazol-4-yl)propionic acid